1-[(6-chloro-2-naphthyl)sulfonyl]-N3-(4-chlorophenyl)-1,2,4-triazole-3,5-diamine ClC=1C=C2C=CC(=CC2=CC1)S(=O)(=O)N1N=C(N=C1N)NC1=CC=C(C=C1)Cl